3-((1-((5-bromo-6-oxo-1,6-dihydropyridazin-3-yl)methyl)-6-oxo-4-(trifluoromethyl)-1,6-dihydropyrimidin-5-yl)oxy)-5-chlorobenzonitrile BrC1=CC(=NNC1=O)CN1C=NC(=C(C1=O)OC=1C=C(C#N)C=C(C1)Cl)C(F)(F)F